N1C(=NC2=C1C=CC=C2)CN2CC1=C(CC2)C(=CS1)C(=O)NCC1=NC=CC=C1 6-(1H-1,3-Benzodiazol-2-ylmethyl)-N-(pyridin-2-ylmethyl)-4H,5H,6H,7H-thieno[2,3-c]pyridine-3-carboxamide